2-[2'-hydroxy-5'-(2-hydroxyethyl)phenyl]-2H-benzotriazole OC1=C(C=C(C=C1)CCO)N1N=C2C(=N1)C=CC=C2